(1r,2s)-2-{3-[(2,5-dimethylpyrazol-3-yl)amino]-1H-indazol-6-yl}-5'-methoxy-1'H-spiro[cyclopropan-1,3'-indol]-2'-one CN1N=C(C=C1NC1=NNC2=CC(=CC=C12)[C@@H]1C[C@@]12C(NC1=CC=C(C=C21)OC)=O)C